3-hydroxy-2-naphthoic acid (1,3-dimethylpropylidene) hydrazide CC(CCC)=NNC(=O)C1=CC2=CC=CC=C2C=C1O